The molecule is an aromatic ether in which the ether functionality links a 2,3-dihydroxy-5-methylphenyl group with a 2,6-dihydroxy-4-methylphenyl group. Fungal metabolite isolated inter alia from Aspergillus spp. It has a role as a mycotoxin. It is a member of resorcinols, an aromatic ether and a member of catechols. CC1=CC(=C(C(=C1)O)OC2=CC(=CC(=C2O)O)C)O